3-((13S,15R,E)-4-fluoro-17-(hydroxyimino)-13-methyl-7,8,9,11,12,13,14,15,16,17-decahydro-6H-cyclopenta[a]phenanthren-15-yl)-1-(pyrrolidin-1-yl)propan-1-one FC1=CC=CC=2C3CC[C@@]4(/C(/C[C@H](C4C3CCC12)CCC(=O)N1CCCC1)=N/O)C